4-bromo-2-(difluoromethoxy)-6-methoxy-N-(2,2,2-trifluoroethyl)benzamide BrC1=CC(=C(C(=O)NCC(F)(F)F)C(=C1)OC)OC(F)F